tert-butyl 4-((tert-butyldimethylsilyl)oxy)-3-(hydroxymethyl)-3-methylpyrrolidine-1-carboxylate [Si](C)(C)(C(C)(C)C)OC1C(CN(C1)C(=O)OC(C)(C)C)(C)CO